(1-(4-(4-acryloylpiperazin-1-yl)-6-chloroquinazolin-7-yl)isoquinolin-3-yl)cyclopropanecarboxamide C(C=C)(=O)N1CCN(CC1)C1=NC=NC2=CC(=C(C=C12)Cl)C1=NC(=CC2=CC=CC=C12)C1(CC1)C(=O)N